5-chloro-3-((2,3-dichlorophenylimino)-methyl)-2-(isobutyryl-oxy)phenyl 4-methyl-benzoate CC1=CC=C(C(=O)OC2=C(C(=CC(=C2)Cl)C=NC2=C(C(=CC=C2)Cl)Cl)OC(C(C)C)=O)C=C1